CC1(CCC(=CC1)C1=C(C=CC(=C1)N1CCN(CC1)C)NC(=O)C1=NC(=NC=C1)F)C N-(4',4'-Dimethyl-5-(4-methylpiperazin-1-yl)-2',3',4',5'-tetrahydro-[1,1'-biphenyl]-2-yl)-2-fluoropyrimidine-4-carboxamide